FC(OCC1(CC1)NC(=O)C1=NOC2=C1CN(CC2)C(=O)OC(C)(C)C)F tert-butyl 3-((1-((difluoromethoxy)methyl)cyclopropyl)carbamoyl)-6,7-dihydroisoxazolo[4,5-c]pyridine-5(4H)-carboxylate